C1(CCCCC1)NC1=C(C=C(C=C1)S(=O)(=O)NC)C1=NC=CC=C1OC 4-(Cyclohexylamino)-3-(3-methoxypyridin-2-yl)-N-methylbenzenesulfonamide